1-[(2R)-butan-2-yl]-1H-imidazole-4-carboxylic acid ethyl ester C(C)OC(=O)C=1N=CN(C1)[C@H](C)CC